C(C)NC1=NC=2C=C(C(=CC2C2=C1CC(OC2)C)OC)OCCCN2CCCC2 N-ethyl-9-methoxy-3-methyl-8-(3-(pyrrolidin-1-yl)propoxy)-3,4-dihydro-1H-pyrano[4,3-c]quinolin-5-amine